C(C)(C)(C)OC(=O)C1CCN(CC1)C1=NC(=CN=C1C1=CC2=C(OCO2)C=C1)Cl (3-(benzo[d][1,3]dioxol-5-yl)-6-chloropyrazin-2-yl)piperidine-4-carboxylic acid tert-butyl ester